N-(β-aminoethyl)γ-aminopropylmethyldimethoxysilane methyl-2,3-diaminopentanate COC(C(C(CC)N)N)=O.NCCNCCC[Si](OC)(OC)C